FC=1C=C(OC2CN(C2)C=2C(=C(C(=O)OC)C=CC2)N2C=CC=C2)C=CC1OC1=CC=CC=C1 Methyl 3-(3-(3-fluoro-4-phenoxyphenoxy)azetidin-1-yl)-2-(1H-pyrrol-1-yl)benzoate